[F].FCCCCCN1C(C=2C(C1=O)=CC=CC2)=O N-(5-fluoropentyl)phthalimide fluorine